Cl.BrC1=C2CC(CN(C2=CC=C1)C1=CC=C(C=C1)C(F)(F)F)N 5-bromo-1-(4-(trifluoromethyl)phenyl)-1,2,3,4-tetrahydroquinolin-3-amine hydrogen chloride